C(CC)S[Sn](SC1SCC1)(SC1SCC1)SC1SCC1 propylthio-tris(thietanylthio)tin